curcumin diphosphate OP(O)(=O)OP(=O)(O)O.COC1=CC(=CC=C1O)\C=C\C(=O)CC(=O)\C=C\C1=CC=C(O)C(OC)=C1